C(C)(C)OC(=O)C=1C(=NC=NC1)NC1=C(C=CC=C1)C1=NN(C=C1)C 4-((2-(1-methyl-1H-pyrazol-3-yl)phenyl)amino)pyrimidine-5-carboxylic acid isopropyl ester